N2-((benzyloxy)carbonyl)-N6-((tert-butoxycarbonyl)glycyl)-L-lysine C(C1=CC=CC=C1)OC(=O)N[C@@H](CCCCNC(CNC(=O)OC(C)(C)C)=O)C(=O)O